tert-butyl 2-([4-[(1S,4R,5R)-5-[[5-cyclopropyl-3-(2,6-dichlorophenyl)-1,2-oxazol-4-yl]methoxy]-3-oxo-2-azabicyclo[2.2.1]heptan-2-yl]phenyl]formamido)acetate C1(CC1)C1=C(C(=NO1)C1=C(C=CC=C1Cl)Cl)CO[C@H]1[C@@H]2C(N([C@H](C1)C2)C2=CC=C(C=C2)C(=O)NCC(=O)OC(C)(C)C)=O